tributyl(prop-1-yn-1-yl)stannane C(CCC)[Sn](C#CC)(CCCC)CCCC